ClC=1C=CC(=C(C1)C1=NC=C(C(=N1)NC=1C(=NNC1)C1=NC2=C(N1)C=CC(=C2)CN2CCOCC2)OC)F 2-(5-Chloro-2-fluorophenyl)-5-methoxy-N-(3-(5-(morpholinomethyl)-1H-benzo[d]imidazol-2-yl)-1H-pyrazol-4-yl)pyrimidin-4-amine